C(CCC)N1SC(=C(C1=O)Cl)Cl 2-butyl-4,5-dichloroisothiazol-3(2H)-one